OB1OCC=C1C1CCN(CC1)C(=O)OC(C)(C)C tert-butyl 4-(2-hydroxy-2,5-dihydro-1,2-oxaborol-3-yl)piperidine-1-carboxylate